C(C)[Bi](S[Bi](CC)(CC)(CC)S[Bi](CC)(CC)(CC)CC)(CC)(CC)CC bis(tetraethyl-λ5-bismuthanylsulfanyl)(triethyl)-λ5-bismuthane